5-bromo-3-[1-(3-methylpyridin-2-yl)ethoxy]pyridin-2-amine BrC=1C=C(C(=NC1)N)OC(C)C1=NC=CC=C1C